(S)-7,8'-bis(difluoromethoxy)-8-fluoro-6'-(trifluoromethyl)-3'h-spiro[chroman-4,2'-imidazo[1,2-a]pyridine] FC(OC1=CC=C2C(=C1F)OCC[C@]21N=C2N(C=C(C=C2OC(F)F)C(F)(F)F)C1)F